C(C1=CC=CC=C1)N(C(CC1=CN(C2=CC=C(C=C12)OC)C(=O)OC(C)(C)C)=O)C tert-Butyl 3-(2-(benzyl(methyl)amino)-2-oxoethyl)-5-methoxy-1H-indole-1-carboxylate